FC1=CC(=C(C=C1)N1CN(C(C2=CC=C(C=C12)OC(F)(F)F)=O)C=1C(=NC(=CC1)OC)C)C(C)C 1-(4-fluoro-2-isopropylphenyl)-3-(6-methoxy-2-methylpyridin-3-yl)-7-(trifluorometh-oxy)-2,3-dihydroquinazolin-4(1H)-one